[Na].O=C(CCC(=O)OC)P(=O)(O)O methyl 4-oxo-4-phosphonobutanoate-monosodium salt